1-(10-Bromo-7,8-dichloro-2-oxo-1,2,3,4,5,6-hexahydroazepino[4,5-b]indol-1-yl)pyrrolidine-2,5-dione BrC=1C=2C3=C(NC2C(=C(C1)Cl)Cl)CCNC(C3N3C(CCC3=O)=O)=O